ethyl 8-fluoro-5-methoxy-1,2,3,4-tetrahydronaphthalene-2-carboxylate FC=1C=CC(=C2CCC(CC12)C(=O)OCC)OC